NC1=C(C=NN1C1=C(C=NC=C1)C)C(=O)N1C[C@@]2(CCC1)C1=C(NC(O2)=O)C=CC(=C1F)Cl (R)-1'-(5-Amino-1-(3-methylpyridin-4-yl)-1H-pyrazole-4-carbonyl)-6-chloro-5-fluorospiro[benzo[d][1,3]oxazine-4,3'-piperidin]-2(1H)-one